COCC1=CC=C(O1)C=O 5-(methoxymethyl)furan-2-carbaldehyde